4-[4-[4-[4-[[2-(2,4-Dichlorophenyl)-2-(1H-1,2,4-triazol-1-ylmethyl)-1,3-dioxolan-4-yl]methoxy]phenyl]-1-piperazinyl]phenyl]-2,4-dihydro-2-(3-methylbutyl)-3H-1,2,4-triazol-3-one ClC1=C(C=CC(=C1)Cl)C1(OCC(O1)COC1=CC=C(C=C1)N1CCN(CC1)C1=CC=C(C=C1)N1C(N(N=C1)CCC(C)C)=O)CN1N=CN=C1